((4-((2-(dimethylphosphoryl)phenyl)amino)-5-(trifluoromethyl)pyrimidine-2-yl)amino)-N-ethoxy-2,3-dihydrobenzofuran-4-carboxamide CP(=O)(C)C1=C(C=CC=C1)NC1=NC(=NC=C1C(F)(F)F)NC1OC=2C(C1)=C(C=CC2)C(=O)NOCC